[OH-].C(C)OC(OCC)(OCC)[NH3+] triethoxymethyl-ammonium hydroxide